ClC1=CC=C(C=CC(=O)ON=CC=CC2=CC=CC=C2)C=C1 cinnamaldehyde p-chlorocinnamoyl oxime